C(C)(=O)N1CCN(CC1)C1=NC(=NC(=C1)NCC1=CC=C(C=C1)S(=O)(=O)C)NC=1SC(=C(N1)C)C(=O)OCC ethyl 2-[[4-(4-acetyl-1-piperazinyl)-6-[[[4-(methylsulfonyl) phenyl] methyl] amino]-2-pyrimidinyl] amino]-4-methyl-5-thiazolecarboxylate